O=C1CNCC=C1C(=O)N 3-oxo-1,2,3,6-tetrahydropyridine-4-carboxamide